(S)-N-(5-(4-amino-1-(1-(3-methyl-5-oxo-6-phenyl-5H-thiazolo[3,2-a]pyridin-7-yl)ethyl)-1H-pyrazolo[3,4-d]pyrimidin-3-yl)-2-methoxyphenyl)-N-methyl-methanesulfonamide NC1=C2C(=NC=N1)N(N=C2C=2C=CC(=C(C2)N(S(=O)(=O)C)C)OC)[C@@H](C)C=2C=C1N(C(C2C2=CC=CC=C2)=O)C(=CS1)C